OCC1(C[NH2+]C1)CO 3,3-bis(hydroxymethyl)azetidinium